Cl.N[C@H](C(=O)O)CCN(CCCCC1=NC=2NCCCC2C=C1)CCOC1=CC=C(C=C1)F (S)-2-amino-4-((2-(4-fluorophenoxy)ethyl)(4-(5,6,7,8-tetrahydro-1,8-naphthyridin-2-yl)butyl)amino)butanoic acid hydrochloride